4-methylbenzenesulfonic acid (3S)-oxacyclopent-3-yl ester O1C[C@H](CC1)OS(=O)(=O)C1=CC=C(C=C1)C